BrC=1N=C2N(C=CC=C2)C1 2-bromoimidazo[1,2-a]pyridine